[Si](C)(C)(C(C)(C)C)OC[C@@H]1[C@H](C[C@@H](O1)N1C=NC=2C(=O)NC(N)=NC12)O 5'-O-tert-butyldimethylsilyl-2'-deoxyguanosine